C1(CCCC1)N1C(N(CC1)C1CN(CCC1)C=1N=C(C(=NC1)C(=O)N)NC1=CC=C(C=C1)C(=O)C1CCNCC1)=O (3-(3-cyclopentyl-2-oxoimidazolin-1-yl)piperidin-1-yl)-3-((4-(piperidine-4-carbonyl)phenyl)amino)pyrazine-2-carboxamide